(+/-)-(3S,4R)-3-((R)-3,4-dihydro-1H-[1,4]oxazino[4,3-b]indazol-1-yl)-4-methylmorpholin-4-ium chloride [Cl-].[C@@H]1(OCCN2N=C3C=CC=CC3=C21)[C@H]2[NH+](CCOC2)C |r|